(imidazol-1-yl)N-[(cis)-4-hydroxy-4-methylcyclohexyl]-5H,6H,7H-cyclopenta[c]pyridine-1-carboxamide N1(C=NC=C1)C1=CC2=C(C(=N1)C(=O)NC1CCC(CC1)(C)O)CCC2